3-FLUORO-2-PYRIDINALDOXIM FC=1C(=NC=CC1)C=NO